4-((2S,5R)-4-acryloyl-2,5-dimethylpiperazin-1-yl)-6,7-dichloro-1-(4,6-diisopropylpyrimidin-5-yl)pyrido[2,3-d]pyrimidin-2(1H)-one C(C=C)(=O)N1C[C@@H](N(C[C@H]1C)C=1C2=C(N(C(N1)=O)C=1C(=NC=NC1C(C)C)C(C)C)N=C(C(=C2)Cl)Cl)C